9-[1-[[6-chloro-2-(1-methyl-1,2,4-triazol-3-yl)-3-pyridyl]amino]ethyl]-3-[1-(2-hydroxyethyl)-3-piperidyl]-4,7-dimethyl-pyrazolo[3,4-c]isoquinolin-5-one ClC1=CC=C(C(=N1)C1=NN(C=N1)C)NC(C)C=1C=2C3=C(N(C(C2C=C(C1)C)=O)C)N(N=C3)C3CN(CCC3)CCO